(2S)-Ethyl 2-(2-(3-(5-((1-cyclopropyl-2,2-difluoroethyl) carbamoyl)-1H-pyrazol-3-yl) phenyl) oxazole-5-carboxamido)-3-methylbutyrate C1(CC1)C(C(F)F)NC(=O)C1=CC(=NN1)C=1C=C(C=CC1)C=1OC(=CN1)C(=O)N[C@H](C(=O)OCC)C(C)C